C(C)(C)(C)OC(=O)C1CC(C1)OCCO 3-(2-hydroxyethoxy)cyclobutanecarboxylic acid tert-butyl ester